6-chloro-1-isobutyl-N-(1-(3,4,5-trimethoxyphenyl)-1H-imidazol-4-yl)-1H-pyrazolo[3,4-d]pyrimidin-4-amine ClC1=NC(=C2C(=N1)N(N=C2)CC(C)C)NC=2N=CN(C2)C2=CC(=C(C(=C2)OC)OC)OC